C(C)C(CC(CC)=O)CC DIETHYLPROPIONe